FC1=C(C=CC=C1)CNC=O [(2-fluorophenyl)methyl]formamide